7-bromo-1-methyl-1,2,3,4-tetrahydroisoquinoline BrC1=CC=C2CCNC(C2=C1)C